3-CYCLOPROPOXY-4-FORMYLBENZAMIDE C1(CC1)OC=1C=C(C(=O)N)C=CC1C=O